CN(C)CC1=C(C=CC(=N1)NC1=CC2=C(C=N1)SC(=N2)C2=C(C=CC=C2C(F)(F)F)F)N2CCOCC2 6-[(Dimethylamino)methyl]-N-{2-[2-fluoro-6-(trifluoromethyl)phenyl]-[1,3]thiazolo[5,4-c]pyridin-6-yl}-5-(morpholin-4-yl)pyridin-2-amine